dimethylazetidine-1-carboxamide CC1(CN(C1)C(=O)N)C